OC(COC1=CC=C(C(=O)C2=CC=CC=C2)C=C1)COCCCCCCCC 4-(2-hydroxy-3-octyloxypropoxy)benzophenone